CNC[C@@H]1OCCC2=CC=C3C(=C12)CCO3 (R)-N-methyl-1-(3,4,8,9-tetrahydro-1H-furo[2,3-h]isochromen-1-yl)methanamine